CONC(C(C)(C1=CC=C(C=C1)Cl)C1=CC=C(C=C1)Cl)=O N-methoxy-2,2-bis(4-chlorophenyl)propionamide